8-bromo-5-chloro-1,2,4-triazolo[1,5-c]quinazoline BrC=1C=CC=2C=3N(C(=NC2C1)Cl)N=CN3